COC1=CC=2N(C3=CC(=C(C=C3C2C=C1OC)OC)OC)C=1C=C2C(C(C3=CC(=CCC3=C2CC1)N1C2=CC(=C(C=C2C=2C=C(C(=CC12)OC)OC)OC)OC)=O)=O 2,7-bis(2,3,6,7-tetramethoxy-9H-carbazole-9-yl)-4,5-dihydrophenanthrene-9,10-dione